(S)-4-methyl-3-(methylsulfonyl)-N-((2-(3-(pyridin-4-yl)piperidin-1-yl)-1,6-naphthyridin-7-yl)methyl)benzamide CC1=C(C=C(C(=O)NCC2=NC=C3C=CC(=NC3=C2)N2C[C@@H](CCC2)C2=CC=NC=C2)C=C1)S(=O)(=O)C